C(C)(C)(C)C=1C=C2C=C(CC2=C(C1OC)C1=CC(=CC(=C1)C)C)CC 5-tert-butyl-7-(3,5-dimethylphenyl)-2-ethyl-6-methoxy-1H-indene